COCCCC(=O)NCC(=O)N1C2CC2(CC1C(=O)N)C 2-((4-methoxy-butyryl)glycyl)-5-methyl-2-azabicyclo[3.1.0]hexane-3-carboxamide